[N+](=O)([O-])C1=CC2=C(CCN(CC2)C(=O)OC(C)(C)C)C=C1 tert-butyl 7-nitro-4,5-dihydro-1H-benzo[d]azepine-3(2H)-carboxylate